3-(9-methyl-6-morpholino-2-(3-phenyl-1H-pyrazol-1-yl)-9H-purin-8-yl)pyrrolidine-1-carboxylic acid tert-butyl ester C(C)(C)(C)OC(=O)N1CC(CC1)C=1N(C2=NC(=NC(=C2N1)N1CCOCC1)N1N=C(C=C1)C1=CC=CC=C1)C